2-chloro-5-{[(3-hydroxy-2,2-dimethylpropanoyl)amino]methyl}-N-[1-(2-methylpyridin-4-yl)-1H-indazole-4-yl]benzamide ClC1=C(C(=O)NC2=C3C=NN(C3=CC=C2)C2=CC(=NC=C2)C)C=C(C=C1)CNC(C(CO)(C)C)=O